propenyl-sulfonate C(=CC)S(=O)(=O)[O-]